S1C(SCCC1)CC1CN(CCOC1)C(=O)OC(C)(C)C tert-butyl 6-((1,3-dithian-2-yl)methyl)-1,4-oxazepane-4-carboxylate